CNC1=NC=CC(=C1)C(=O)NC1CCC(CC1)NC1=CC(=C(C=C1)C#N)C(F)(F)F 2-(methylamino)-N-[(1s,4s)-4-{[4-cyano-3-(trifluoromethyl)phenyl]amino}cyclohexyl]pyridine-4-carboxamide